1-(Azetidin-3-yl)-6-chloro-7-[(2R)-2-{[(3-methyl-pyridin-2-yl)oxy]methyl}pyrrolidin-1-yl]-4-oxo-1,4-dihydroquinoline-3-carboxylic acid N1CC(C1)N1C=C(C(C2=CC(=C(C=C12)N1[C@H](CCC1)COC1=NC=CC=C1C)Cl)=O)C(=O)O